6-chloro-N-methyl-5-nitropicolinamide ClC1=C(C=CC(=N1)C(=O)NC)[N+](=O)[O-]